BrC=1SC2=C(N1)C(=CC(=C2)OC(F)(F)F)C 2-bromo-4-methyl-6-(trifluoromethoxy)benzo[d]thiazole